2-(1-fluoro-3-methyl-6-oxo-7H-pyrido[4,3-d][3]benzazepin-5-yl)acetic acid, hydrochloride salt Cl.FC1=NC(=CC=2N(C(CC3=C(C21)C=CC=C3)=O)CC(=O)O)C